3-((2-bromopyridin-3-yl)(hydroxy)methyl)-1-methyl-1H-pyrazole-5-carbonitrile BrC1=NC=CC=C1C(C1=NN(C(=C1)C#N)C)O